C(CC)(=O)[O-].C(CC)(=O)O.C(CC)(=O)[O-].S(=O)(=O)(O)O.[Cu+2] copper sulfate (tripropionate)